5-(oxan-4-yl)-2,5-diazabicyclo[2.2.1]heptane O1CCC(CC1)N1C2CNC(C1)C2